Cl.CC1([C@H](CC2=CC=CC=C12)N)C (S)-1,1-Dimethyl-2,3-dihydro-1H-inden-2-amine hydrochloride